CC1=CC=C(C=N1)N1C[C@H](CCC1)N(CC1=CC(=NC=C1)C)CC1=CN(C2=CC=CC=C2C1=O)CCN1C(C2=CC=CC=C2C1=O)=O 2-{2-[3-({[(3S)-1-(6-methylpyridin-3-yl)piperidin-3-yl][(2-methylpyridin-4-yl)methyl]amino}methyl)-4-oxo-1,4-dihydroquinolin-1-yl]ethyl}-2,3-dihydro-1H-isoindole-1,3-dione